N-(2,3-bis(isobutyryl-oxy)-5-chlorobenzylidene)pyridin-3-amine C(C(C)C)(=O)OC1=C(C=NC=2C=NC=CC2)C=C(C=C1OC(C(C)C)=O)Cl